2-ethyl-2-isopropyl-3-methylbutanoic acid C(C)C(C(=O)O)(C(C)C)C(C)C